FC1=CC(=C(C=C1)C=1C=C(N2C1C=NC=C2C)CC2CN(C2)C(=O)OC(C)(C)C)C(=O)N2[C@@H](COCC2)C tert-Butyl 3-[(8-{4-fluoro-2-[(3R)-3-methylmorpholine-4-carbonyl]phenyl}-4-methylpyrrolo[1,2-a]pyrazin-6-yl)methyl]azetidine-1-carboxylate